C1(CCC1)[Bi]1N[Bi](N1)C1CCC1 2,4-dicyclobutyl-1,3,2,4-diazadibismetane